FC(C1=NN=C(O1)C=1SC(=CN1)CN(S(=O)(=O)C)C=1C=NC=C(C1)F)F N-({2-[5-(difluoromethyl)-1,3,4-oxadiazol-2-yl]-1,3-thiazol-5-yl}methyl)-N-(5-fluoropyridin-3-yl)methanesulfonamide